FC(OC1=CC(=C(C=N1)OC[C@H]1CC(NC1(C)C)=O)C1=CC=2N(C=C1)N=C(C2)NC2=NC(=NC(=C2)C)C)F (S)-4-[[6-(difluoromethoxy)-4-[2-[(2,6-dimethylpyrimidin-4-yl)amino]pyrazolo[1,5-a]pyridin-5-yl]-3-pyridyl]oxymethyl]-5,5-dimethyl-pyrrolidin-2-one